OC1CCN(CC1)C(=O)NC1=CC(=CC=C1)CN1C=2N(C3=CC=CC=C3C1=O)C(=NN2)C2=C(C=CC=C2)OC 4-hydroxy-N-(3-((1-(2-methoxyphenyl)-5-oxo-[1,2,4]triazolo[4,3-a]quinazolin-4(5H)-yl)methyl)phenyl)piperidine-1-carboxamide